CC(C(=O)OC)(C)C1=NN(C2=CC=CC=C12)C methyl 2-methyl-2-(1-methyl-1H-indazol-3-yl)propanoate